5-(benzyloxy)-2-(1-hydroxyethyl)-4H-pyran-4-one C(C1=CC=CC=C1)OC=1C(C=C(OC1)C(C)O)=O